pentaerythritol tetrakis[3-(3,5-di-tert.-butyl-4-hydroxyphenyl) propionate] C(C)(C)(C)C=1C=C(C=C(C1O)C(C)(C)C)CCC(=O)OCC(COC(CCC1=CC(=C(C(=C1)C(C)(C)C)O)C(C)(C)C)=O)(COC(CCC1=CC(=C(C(=C1)C(C)(C)C)O)C(C)(C)C)=O)COC(CCC1=CC(=C(C(=C1)C(C)(C)C)O)C(C)(C)C)=O